CN1C2=C(C=3C=CC=CC13)CN(CC2)CCCCNC(=O)C2=CC1=C(NC=N1)C=C2 N-(4-(5-methyl-1,3,4,5-tetrahydro-2H-pyrido[4,3-b]indol-2-yl)butyl)-1H-benzo[d]imidazole-5-carboxamide